NCCOC[C@@]12C[C@H](N([C@H]2C1)C(CNC(C1=CC=C(C=C1)OC1=CC=C(C=C1)F)=O)=O)C(=O)N[C@H](C)C1=CC(=CS1)C(=N)NC(OC(C)(C)C)=O tert-butyl ((5-((R)-1-((1S,3S,5R)-5-((2-aminoethoxy)methyl)-2-((4-(4-fluorophenoxy)benzoyl)glycyl)-2-azabicyclo[3.1.0]hexane-3-carboxamido)ethyl)thiophen-3-yl)(imino)methyl)carbamate